CC(CCCCCCCCC)=NN undecanone hydrazone